N-(4-(4-fluoro-1-isopropyl-1H-benzo[d]imidazol-6-yl)-5-methylpyridin-2-yl)-3-((1r,3R)-3-hydroxycyclobutane-1-carboxamido)cyclohexane-1-carboxamide FC1=CC(=CC=2N(C=NC21)C(C)C)C2=CC(=NC=C2C)NC(=O)C2CC(CCC2)NC(=O)C2CC(C2)O